(2-((6-(benzo[d]thiazol-2-ylamino)-5-methylpyridazin-3-yl)(methyl)amino)-5-(3-(4-(3-(dimethylamino)prop-1-yn-1-yl)-2-fluorophenoxy)propyl)thiazol-4-yl)(methyl)phosphinic acid S1C(=NC2=C1C=CC=C2)NC2=C(C=C(N=N2)N(C=2SC(=C(N2)P(O)(=O)C)CCCOC2=C(C=C(C=C2)C#CCN(C)C)F)C)C